methacrylic acid N,N-dimethylaminoethyl-methacrylate CN(C)CCOC(C(=C)C)=O.C(C(=C)C)(=O)O